COCCOCC=1C=C(N)C=CC1 3-[(2-methoxyethoxy)methyl]aniline